[Cl-].C(CCCCCCCCCCCCC)[N+](CCC[Si](OC)(OC)OC)(CCC)CCC tetradecyldi-n-propyl[3-(trimethoxysilyl)propyl]ammonium chloride